C(#N)C=1C(=CC=C2C(=CN(C12)C(=O)OC(C)(C)C)B1OC(C(O1)(C)C)(C)C)F tert-butyl 7-cyano-6-fluoro-3-(4,4,5,5-tetramethyl-1,3,2-dioxaborolan-2-yl)-1H-indole-1-carboxylate